N-(5-(2,6-difluoro-4-(methoxy-d3)phenyl)-2-(4-(difluoromethyl)pyridin-2-yl)-1-methyl-3-oxo-2,3-dihydro-1H-pyrazol-4-yl)-4-(difluoromethoxy)benzamide FC1=C(C(=CC(=C1)OC([2H])([2H])[2H])F)C1=C(C(N(N1C)C1=NC=CC(=C1)C(F)F)=O)NC(C1=CC=C(C=C1)OC(F)F)=O